1-stearoyl-2-hydroxy-sn-glycero-3-phospho-L-serine C(CCCCCCCCCCCCCCCCC)(=O)OC[C@@H](OO)COP(=O)(O)OC[C@H](N)C(=O)O